tert-Butyl (3R)-3-[(1S)-2-tert-butoxy-1-[[3-(2-cyclopropylethylamino) phenyl]methyl]-2-oxo-ethyl]pyrrolidine-1-carboxylate C(C)(C)(C)OC([C@@H](CC1=CC(=CC=C1)NCCC1CC1)[C@@H]1CN(CC1)C(=O)OC(C)(C)C)=O